3-(6-(2-hydroxy-6-methyl-4-(trifluoromethyl)phenyl)-2H-pyrazolo[3,4-b]pyrazin-2-yl)bicyclo[1.1.1]pentane-1-carbonitrile OC1=C(C(=CC(=C1)C(F)(F)F)C)C=1C=NC=2C(N1)=NN(C2)C21CC(C2)(C1)C#N